rac-tert-Butyl 3-(4-(methoxycarbonyl)-3-(trifluoromethyl)phenyl)piperidine-1-carboxylate COC(=O)C1=C(C=C(C=C1)[C@@H]1CN(CCC1)C(=O)OC(C)(C)C)C(F)(F)F |r|